4-[(4-tert-Butyloxazol-2-yl)-difluoro-methyl]piperidine C(C)(C)(C)C=1N=C(OC1)C(C1CCNCC1)(F)F